(S)-2-((S)-5-(tert-Butoxycarbonyl)-5-azaspiro[2.4]heptane-6-yl)-2-(4-chlorophenyl)acetic acid C(C)(C)(C)OC(=O)N1CC2(CC2)C[C@H]1[C@@H](C(=O)O)C1=CC=C(C=C1)Cl